(3R)-3-{[2-(4-methoxy-3-methylphenyl)[1,2,4]triazolo[1,5-c]quinazolin-5-yl]amino}azepan-2-one COC1=C(C=C(C=C1)C1=NN2C(=NC=3C=CC=CC3C2=N1)N[C@H]1C(NCCCC1)=O)C